C(C)OC(NCCOC1=CC=C(C=C1)OC1=CC=CC=C1)=O Ethyl-N-[2-(4-phenoxyphenoxy)ethyl]carbamat